FC1(CC(C1)(C(C1=NN=CN1C)F)C1=CC(=NC=C1)N1C(C2=C3C(C(=CC=C13)F)=CC(=C2)C(C)NC2(CCC2)C)=O)F 1-[4-[3,3-difluoro-1-[fluoro-(4-methyl-4H-1,2,4-triazol-3-yl)methyl]cyclobutyl]pyridin-2-yl]-6-fluoro-4-[1-[(1-methylcyclobutyl)amino]ethyl]benzo[cd]indol-2(1H)-one